NC1=C(C(=O)NC=2SC(=NN2)C)C=CC=C1 2-amino-N-(5-methyl-1,3,4-thiadiazol-2-yl)benzamide